C(#N)C1=C(N=C(C=2CCNCC12)N1CC2CCC(C1)N2C(=O)OC(C)(C)C)OC[C@H]2N(CCC2)C tert-butyl 3-(4-cyano-3-(((S)-1-methylpyrrolidin-2-yl) methoxy)-5,6,7,8-tetrahydro-2,6-naphthyridin-1-yl)-3,8-diazabicyclo[3.2.1]octane-8-carboxylate